CC1(CN(C1)CC(=O)NC=1C=C(C(=NC1)C)NC(=O)C=1C=NN2C1SC(=C2)C2=CC(=NC=C2)C(NC)=O)C N-(5-(2-(3,3-dimethylazetidin-1-yl)acetamido)-2-methylpyridin-3-yl)-2-(2-(methylcarbamoyl)pyridin-4-yl)pyrazolo[5,1-b]Thiazole-7-carboxamide